NC(C(OC1=CC2=C(C[C@H](NC([C@@H](N2C)C(C)C)=O)CO[Si](C2=CC=CC=C2)(C2=CC=CC=C2)C(C)(C)C)C=C1)C)C (2S,5S)-9-(2-amino-1-methylpropoxy)-5-{[tert-butylbis(phenyl)siloxy]methyl}-2-isopropyl-1-methyl-1,4,5,6-tetrahydro-1,4-benzodiazocin-3(2H)-one